(S)-3-(1'-((2-(2-methoxyethyl)-2H-indazol-6-yl)methyl)-6-oxo-6,8-dihydro-2H,7H-spiro[furo[2,3-e]isoindole-3,4'-piperidin]-7-yl)piperidine-2,6-dione COCCN1N=C2C=C(C=CC2=C1)CN1CCC2(CC1)COC1=C3CN(C(C3=CC=C12)=O)[C@@H]1C(NC(CC1)=O)=O